2-methyl-N-(1-(7-(1-methyl-1H-pyrazol-4-yl)quinolin-5-yl)cyclopropyl)-5-(piperazin-1-yl)benzamide CC1=C(C(=O)NC2(CC2)C2=C3C=CC=NC3=CC(=C2)C=2C=NN(C2)C)C=C(C=C1)N1CCNCC1